S1C(=NC2=C1C=CC=C2)NC(=O)C=2C=CC=C1CCN(CC21)C2=CC=C(C(=N2)C(=O)O)C=2C=NN(C2C)CC(C)(C)C 6-(8-(Benzo[d]thiazol-2-ylcarbamoyl)-3,4-dihydroisoquinolin-2(1H)-yl)-3-(5-methyl-1-neopentyl-1H-pyrazol-4-yl)picolinic acid